N-hydroxy-4-(1-methyl-1H-benzo[d]imidazol-2-yl)benzamide ONC(C1=CC=C(C=C1)C1=NC2=C(N1C)C=CC=C2)=O